BrCC(=O)N=S(=O)=O 2-bromo-N-R-(sulfonyl)acetamide